[2-chloro-6-[3-(2,3-dihydro-1,4-benzodioxin-6-yl)-2-methyl-phenyl]-3-pyridyl]methanol ClC1=NC(=CC=C1CO)C1=C(C(=CC=C1)C1=CC2=C(OCCO2)C=C1)C